O[C@H]1C[C@H](CCC1)NC=1N=NC(=C2C1N=CC=C2)C2=C(C=C(C=C2)C(F)(F)F)O 2-[8-[[(1s,3r)-3-hydroxycyclohexyl]amino]pyrido[2,3-d]pyridazin-5-yl]-5-(trifluoromethyl)phenol